Methyl 2-amino-5-[(4-{[tert-butyl(dimethyl)silyl]oxy}phenyl)carbamoyl]-4-methylthiophene-3-carboxylate NC=1SC(=C(C1C(=O)OC)C)C(NC1=CC=C(C=C1)O[Si](C)(C)C(C)(C)C)=O